C1(=CC=CC=C1)C1=C(C=C(C=C1)C1=CC=CC=C1)C1=C(C=CC2=CC=CC=C12)N(C)C (-)-1-([1,1':4',1''-Terphenyl]-2'-yl)-N,N-dimethylnaphthalen-2-amine